C(C)N(C1=NC(=CC(=C1C(=O)NCC1=CC=C(C=C1)C(F)(F)F)C)N1CCOCC1)C 2-(Ethyl-methyl-amino)-4-methyl-6-morpholin-4-yl-N-[[4-(trifluoromethyl)-phenyl]-methyl]pyridine-3-carboxylic acid amide